3-fluoro-5-(4-(3-(7-fluoro-1-oxo-1,2-dihydroisoquinolin-3-yl)propionyl)piperazin-1-yl)benzonitrile FC=1C=C(C#N)C=C(C1)N1CCN(CC1)C(CCC=1NC(C2=CC(=CC=C2C1)F)=O)=O